COC1=C(C=CC(=C1)OC)CNC=1N=CC2=C(N1)N(C(C(=C2)N2CCN(C1=C(C=CC=C21)C)C(=O)OCC2=CC=CC=C2)=O)C2=CC=C(C=C2)N(C)CCN(C)C benzyl 4-[2-[(2,4-dimethoxyphenyl) methylamino]-8-[4-[2-(dimethylamino) ethyl-methyl-amino] phenyl]-7-oxo-pyrido[2,3-d]pyrimidin-6-yl]-8-methyl-2,3-dihydroquinoxaline-1-carboxylate